[(1R)-2-[3-[tert-butyl(dimethyl)silyl]oxypropoxy]-1-methyl-ethyl]methanesulfonate [Si](C)(C)(C(C)(C)C)OCCCOC[C@@H](C)CS(=O)(=O)[O-]